ethyl (5S)-5-[[(benzyloxy)carbonyl]amino]-6-methoxy-3-oxohexanoate C(C1=CC=CC=C1)OC(=O)N[C@@H](CC(CC(=O)OCC)=O)COC